C1(CCC1)NC=1C=C2C(=CN1)NC=C2 N-cyclobutyl-1H-pyrrolo[2,3-c]pyridin-5-amine